N-[(R)-[(3S)-7-(1-methylpyrazol-4-yl)-2-oxo-1H-pyrido[2,3-b][1,4]oxazin-3-yl]-phenyl-methyl]acetamide CN1N=CC(=C1)C1=CC2=C(O[C@H](C(N2)=O)[C@H](NC(C)=O)C2=CC=CC=C2)N=C1